B(O)(O)O.C1=C(C(=CC2=CC=CC=C12)O)O.C1=C(C(=CC2=CC=CC=C12)O)O bis(2,3-naphthalenediol) borate